5-[(1E)-3,7-Dimethylocta-1,6-dienyl]benzene-1,3-diol CC(/C=C/C=1C=C(C=C(C1)O)O)CCC=C(C)C